ClC1=CC2=C(S1)C1(CC(NC(C1)C=1N=CN(C1)C)C)OCC2O (2S)-2-chloro-2'-methyl-6'-(1-methylimidazol-4-yl)spiro[4,5-dihydrothieno[2,3-c]pyran-7,4'-piperidine]-4-ol